C(C)(C)(C)OC(=O)N1N(C(CCC1)C(=O)O)C(=O)OC(C)(C)C 1,2-bis(tert-butoxycarbonyl)hexahydropyridazine-3-carboxylic acid